ClC1=NC=C(C=C1C)[N+](=O)[O-] 2-chloro-3-methyl-5-nitropyridine